4-[(1S,4S,5R)-5-{[5-cyclopropyl-3-(2,6-dichlorophenyl)-1,2-oxazol-4-yl]methoxy}-2-azabicyclo[2.2.1]heptan-2-yl]-N-(3-hydroxypropanesulfonyl)benzamide C1(CC1)C1=C(C(=NO1)C1=C(C=CC=C1Cl)Cl)CO[C@H]1[C@@H]2CN([C@H](C1)C2)C2=CC=C(C(=O)NS(=O)(=O)CCCO)C=C2